ClC=1C=CC(=C(C1)S(=O)(=O)NC1=C(C(=C(C=C1)F)C1=CC=C2C(=NNC2=C1F)C=1NC=CN1)F)CO 5-chloro-N-(2,4-difluoro-3-(7-fluoro-3-(1H-imidazol-2-yl)-1H-indazol-6-yl)phenyl)-2-(hydroxyl-methyl)benzene-sulfonamide